(R)-4-(6-chloro-3-methoxypyridin-2-yl)-1-((4-methoxybenzyl)oxy)butanol ClC1=CC=C(C(=N1)CCC[C@H](O)OCC1=CC=C(C=C1)OC)OC